(S)-8-((5-amino-7-((1-hydroxyhexan-3-yl)amino)-1H-pyrazolo[4,3-d]pyrimidin-1-yl)methyl)-quinoline-5-carboxylic acid NC=1N=C(C2=C(N1)C=NN2CC2=CC=C(C=1C=CC=NC21)C(=O)O)N[C@H](CCO)CCC